4-(6-bromo-3-methyl-2-pyridyl)-1H-1,2,4-triazol-5-one BrC1=CC=C(C(=N1)N1C=NNC1=O)C